(S)-2-amino-5-(tert-butoxy)-5-oxopentanoic acid N[C@H](C(=O)O)CCC(=O)OC(C)(C)C